4-(2-(allyloxy)-5,6-dichloro-3-fluorophenyl)pyrrolidin-2-one C(C=C)OC1=C(C(=C(C=C1F)Cl)Cl)C1CC(NC1)=O